[Cl-].ClC=1C=C2C(=NC1)C(NS2(C2=CC=CC=C2)=O)=[NH2+] (6-chloro-1-oxo-1-phenyl-isothiazolo[4,5-b]pyridin-3-ylidene)ammonium chloride